C(CCC(=O)O)CCBr 3,4,7-trihydroxyflavone